The molecule is pantetheine 4'-phosphate(2-) with D (R) configuration at the 2' position. The dianion formed from D-pantetheine 4'-phosphate by deprotonation of the phosphate group; major microspecies at pH 7.3. It has a role as a prosthetic group. It is a conjugate base of a D-pantetheine 4'-phosphate. CC(C)(COP(=O)([O-])[O-])[C@H](C(=O)NCCC(=O)NCCS)O